CC1(CC1)NS(=O)(=O)C1=CC=C2C3=C(NC2=C1)N=CN=C3C=3CCNCC3 N-(1-methylcyclopropyl)-4-(1,2,3,6-tetrahydropyridin-4-yl)-9H-pyrimido[4,5-b]indole-7-sulfonamide